β-[1-naphthyl]-alanine C1(=CC=CC2=CC=CC=C12)C[C@H](N)C(=O)O